4-([1,1'-biphenyl]-4-yl)-2,6-bis(4-(4,4-dimethyloxazolin-2-yl)phenyl)pyridine C1(=CC=C(C=C1)C1=CC(=NC(=C1)C1=CC=C(C=C1)C=1OCC(N1)(C)C)C1=CC=C(C=C1)C=1OCC(N1)(C)C)C1=CC=CC=C1